C(CCCCC=CCC=CCC=CCCCCCCCC(=O)[O-])CCC=CCC=CCC=CCCCCCCCC(=O)[O-] propane-1,3-diylbis(octadeca-9,12,15-trienoate)